FC1=CC(=CC2=CN(N=C12)C)NC(=O)C=1C=CC(=C2C=NC(=NC12)O)N1C[C@H](N([C@H](C1)C)C(=O)OC(C)(C)C)C tert-butyl (2R,6S)-4-[8-[(7-fluoro-2-methyl-indazol-5-yl)carbamoyl]-2-hydroxy-quinazolin-5-yl]-2,6-dimethyl-piperazine-1-carboxylate